2,4-dibromo-1-iodobenzene BrC1=C(C=CC(=C1)Br)I